2-isopropoxypyridin C(C)(C)OC1=NC=CC=C1